6-methyl-1,2,6-oxathiazinan-2,2-dioxide CN1CCCS(O1)(=O)=O